2-(4,6-bis-(2,4-dimethylphenyl)-1,3,5-triazin-2-yl)-5-(isooctyloxy)phenol CC1=C(C=CC(=C1)C)C1=NC(=NC(=N1)C1=C(C=C(C=C1)C)C)C1=C(C=C(C=C1)OCCCCCC(C)C)O